C(C=C)(=O)N1CCN(CC1)[C@@H](CC1CC1)C1=CC=C(C=C1)[C@H](C)NC=1N=CC2=C(N1)N(C(C=C2)=O)C(C)C 2-{[(1S)-1-{4-[(1S)-1-(4-acryloylpiperazin-1-yl)-2-cyclopropylethyl]phenyl}ethyl]amino}-8-(propan-2-yl)pyrido[2,3-d]pyrimidin-7(8H)-one